tert-butyl (S)-2-((4-(6-((2-methylpyrazolo[1,5-a]pyridin-4-yl) methoxy) pyridin-2-yl) piperidin-1-yl) methyl)-1-((oxetan-2-yl) methyl)-1H-benzo[d]imidazole-6-carboxylate CC1=NN2C(C(=CC=C2)COC2=CC=CC(=N2)C2CCN(CC2)CC2=NC3=C(N2C[C@H]2OCC2)C=C(C=C3)C(=O)OC(C)(C)C)=C1